FC(C=1C=NC(=NC1)N1CCC(CC1)C(=O)N1CC(C1)CC(C)=O)(F)F 1-(1-(1-(5-trifluoromethyl-pyrimidin-2-yl)piperidine-4-carbonyl)azetidin-3-yl)propan-2-one